5-bromo-2-methyl-2,3-dihydro-[1,4]dioxin BrC=1OCC(OC1)C